7-((5-(1-(2-(dimethylamino)-ethyl)-2-oxopiperidin-4-yl)pyridin-2-yl)amino)-4-(1-methyl-1H-pyrrolo[2,3-b]pyridin-4-yl)-2,3-dihydro-1H-pyrrolo[3,4-c]pyridin-1-one CN(CCN1C(CC(CC1)C=1C=CC(=NC1)NC=1C2=C(C(=NC1)C1=C3C(=NC=C1)N(C=C3)C)CNC2=O)=O)C